C(C1=CC=CC=C1)OC(=O)N[C@H](C(=O)N1[C@H]2[C@@H](CC1C(=O)OC)OCC2)C(C)(C)C Methyl (3aR,6aR)-4-((S)-2-(((benzyloxy)carbonyl)amino)-3,3-dimethylbutanoyl)hexahydro-2H-furo[3,2-b]pyrrole-5-carboxylate